6-bromo-1-methyl-1,4-dihydropyrrolo[2',3':4,5]pyrrolo[3,2-b]pyridine-2-carboxylic acid methyl ester COC(=O)C1=CC2=C(C3=NC=C(C=C3N2)Br)N1C